2-(p-tolyl)-4,6-bis(trichloromethyl)-sym-triazine C1(=CC=C(C=C1)C1=NC(=NC(=N1)C(Cl)(Cl)Cl)C(Cl)(Cl)Cl)C